C(C)(C)(C)[Si](OC1C2C3(C2CC1C3B3OC(C(O3)(C)C)(C)C)C3=CC=CC=C3)(C)C tert-butyldimethyl((1-phenyl-7-(4,4,5,5-tetramethyl-1,3,2-dioxaborolan-2-yl)tricyclo[2.2.1.02,6]heptan-3-yl)oxy)silane